NC1=NC=NN2C1=CC=C2[C@]2([C@@H]([C@@H]1O[Si](O[Si](OC[C@H]1O2)(C(C)C)C(C)C)(C(C)C)C(C)C)O)C#N (6aR,8R,9R,9aS)-8-(4-aminopyrrolo[2,1-f][1,2,4]triazin-7-yl)-9-hydroxy-2,2,4,4-tetraisopropyltetrahydro-6H-furo[3,2-f][1,3,5,2,4]trioxadisilocine-8-carbonitrile